ClC=1C=C(C=CC1Cl)C=1N=C(SC1SC(C)C)N1N=C(C(=C1C(=O)O)C1=CC(=NC(=C1)C)OCCOC)C 1-(4-(3,4-dichlorophenyl)-5-(isopropylsulfanyl)thiazol-2-yl)-4-(2-(2-methoxyethoxy)-6-methylpyridin-4-yl)-3-methyl-1H-pyrazole-5-carboxylic acid